C(CCC)C1=NC2(C(N1C([2H])([2H])C1=C(C(=CC=C1)C1=C(C=CC=C1)COCC)S(=O)(=O)NC1=NOC(=C1Cl)C)=O)CCCC2 ((2-butyl-4-oxo-1,3-diazaspiro[4.4]non-1-en-3-yl)methyl-d2)-N-(4-chloro-5-methylisoxazol-3-yl)-2'-(ethoxymethyl)-[1,1'-biphenyl]-2-sulfonamide